1-((2R,3S,4R,5R)-5-ethynyl-3-fluoro-4-hydroxy-5-(hydroxymethyl)tetrahydrofuran-2-yl)pyrimidine-2,4(1H,3H)-dione C(#C)[C@]1([C@H]([C@@H]([C@@H](O1)N1C(NC(C=C1)=O)=O)F)O)CO